[K+].S(=O)(=O)([O-])C(C(=O)OCC(CCCC)CC)CC(=O)OCC(CCCC)CC di(2-ethylhexyl) sulfosuccinate, potassium salt